6-(2,6-dimethylphenyl)-2-(4-fluorophenoxymethyl)imidazo[1,2-a]pyrimidine CC1=C(C(=CC=C1)C)C=1C=NC=2N(C1)C=C(N2)COC2=CC=C(C=C2)F